2-((1S,2S)-1-(2-cyanophenyl)-1-(3,5-difluorophenyl)propan-2-yl)-5-hydroxy-N-(isoxazol-4-yl)-1-methyl-6-oxo-1,6-dihydropyrimidine-4-carboxamide C(#N)C1=C(C=CC=C1)[C@@H]([C@H](C)C=1N(C(C(=C(N1)C(=O)NC=1C=NOC1)O)=O)C)C1=CC(=CC(=C1)F)F